N-(1-cyclohexenyl)cyclohexylamine C1(=CCCCC1)NC1CCCCC1